3,3-dicyclopropyl-N-[4-(3,5-dimethyl-1H-pyrazol-4-yl)phenyl]-2-[5-(3-methyl-1H-pyrazol-4-yl)-4H-1,2,4-triazol-3-yl]propanamide C1(CC1)C(C(C(=O)NC1=CC=C(C=C1)C=1C(=NNC1C)C)C1=NN=C(N1)C=1C(=NNC1)C)C1CC1